FC1(CNCCC1N1CCN(CC1)C1=C(C=C(NC2C(NC(CC2)=O)=O)C=C1)F)F 3-[4-[4-[3,3-difluoro-4-piperidyl]piperazin-1-yl]-3-fluoro-anilino]piperidine-2,6-dione